C1(C(C=CC=C1)C)(C)N xyleneamine